4-(((3-nitrophenyl)amino)methyl)benzenesulfonyl azide [N+](=O)([O-])C=1C=C(C=CC1)NCC1=CC=C(C=C1)S(=O)(=O)N=[N+]=[N-]